N-((2S,3S)-4,4-difluoro-3-hydroxy-3-methyl-1-oxo-1-((pivaloyloxy)amino)butan-2-yl)-2'-fluoro-[1,1'-biphenyl]-4-carboxamide FC([C@@]([C@@H](C(NOC(C(C)(C)C)=O)=O)NC(=O)C1=CC=C(C=C1)C1=C(C=CC=C1)F)(C)O)F